FC1=C(OC2=C(C=NN2CC)C(=O)N[C@@H]2C(NC3=C(C(=N2)C2=CC=CC=C2)C=CC=C3)=O)C(=CC(=C1)C)F 5-(2,6-difluoro-4-methylphenoxy)-1-ethyl-N-[(3S)-2-oxo-5-phenyl-1,3-dihydro-1,4-benzodiazepine-3-Yl]pyrazole-4-carboxamide